FC1=NC=CC2=C1C[C@@H]1CC[C@]2(N1C1=CC=C(C=C1)OC)C (5R,8S)-1-fluoro-10-(4-methoxyphenyl)-5-methyl-6,7,8,9-tetrahydro-5H-5,8-epiminocyclohepta[c]pyridine